4-(ethoxycarbonyl)-1H-imidazol C(C)OC(=O)C=1N=CNC1